BrC=1C=CC=2C(N1)=CN(N2)C 5-bromo-2-methyl-pyrazolo[4,3-b]pyridine